ClC[C@H](O)C1=CC=CC=C1 (R)-2-chloro-1-phenylethanol